(2-(((2R,3S,4R,5R)-5-(6-chloro-4-(((R)-spiro[3.3]heptan-1-yl)-amino)-1H-pyrazolo[3,4-d]-pyrimidin-1-yl)-3,4-dihydroxy-tetrahydrofuran-2-yl)methoxy)-1-hydroxypropan-2-yl)phosphonic acid ClC1=NC(=C2C(=N1)N(N=C2)[C@H]2[C@@H]([C@@H]([C@H](O2)COC(CO)(C)P(O)(O)=O)O)O)N[C@@H]2CCC21CCC1